2-(3-fluoro-4-methoxyphenyl)acetonitrile FC=1C=C(C=CC1OC)CC#N